[(1-{2-cyclopropyl-4-[4-(2-methoxy-phenyl)-piperidin-1-yl]-quinazolin-6-yl}-piperidin-4-yl)-methyl-amino]-acetic acid ethyl ester C(C)OC(CN(C)C1CCN(CC1)C=1C=C2C(=NC(=NC2=CC1)C1CC1)N1CCC(CC1)C1=C(C=CC=C1)OC)=O